N1C(=CC=2C1=NC=CC2)C(=O)N pyrrolo[2,3-b]pyridine-2-carboxamide